COCC=1C=C2C=CC=NC2=CC1 6-(methoxymethyl)quinolin